BrC=1C=CC2=C(N(C(N2)=O)C)C1F 6-bromo-7-fluoro-1-methyl-3H-1,3-benzodiazol-2-one